CC1=C(C=C(C=C1)C1=NOC(=N1)CC1=CC(=CC=C1)C=1SC=CC1)[N+](=O)[O-] 3-(4-methyl-3-nitrophenyl)-5-(3-(thiophen-2-yl)benzyl)-1,2,4-oxadiazole